O=C1N(CC2=C(C=CC=C12)SCCCCCCCC(N1CCCCC1)=O)C1C(NC(CC1)=O)=O 3-(1-oxo-4-((8-oxo-8-(piperidin-1-yl)octyl)thio)isoindolin-2-yl)piperidine-2,6-dione